BrC1=NN(C(=N1)Br)C1=CC=C(C=C1)OC(F)(F)F 3,5-Dibromo-1-[4-(trifluoromethoxy)phenyl]-1H-1,2,4-triazol